(2S)-5,5-dimethyl-2-{[(7-methyl-2,3-dihydro-1H-inden-5-yl)methyl]amino}hexanoic acid CC(CC[C@@H](C(=O)O)NCC=1C=C2CCCC2=C(C1)C)(C)C